N-[6-(aminomethyl)-8-methyl-imidazo[1,2-a]pyrazin-2-yl]-4-[4-(cyclopropylamino)-1-piperidyl]-6-fluoro-2-methyl-indazole-7-carboxamide NCC=1N=C(C=2N(C1)C=C(N2)NC(=O)C2=C(C=C(C1=CN(N=C21)C)N2CCC(CC2)NC2CC2)F)C